N-[(4-{2-[ethyl(methyl)amino]-1,3-thiazole-5-sulfonyl}phenyl)methyl]imidazo[1,2-a]pyrimidine-6-carboxamide C(C)N(C=1SC(=CN1)S(=O)(=O)C1=CC=C(C=C1)CNC(=O)C=1C=NC=2N(C1)C=CN2)C